O=C1NC(CCC1N1CC2=CC=C(C(=C2C1=O)OC)C(=O)O)=O 2-(2,6-dioxopiperidin-3-yl)-4-methoxy-3-oxoisoindoline-5-carboxylic acid